6-methoxy-2-(octan-3-yl)-1H-benzo[de]isoquinoline-1,3(2H)-dione COC=1C=CC=2C(N(C(C3=CC=CC1C23)=O)C(CC)CCCCC)=O